5-(3-(4-(4-amino-3-(4-phenoxyphenyl)-1H-pyrazolo[3,4-d]pyrimidin-1-yl)-[1,4'-bipiperidin]-1'-yl)azetidin-1-yl)-2-(2,6-dioxopiperidin-3-yl)-6-fluoroisoindoline NC1=C2C(=NC=N1)N(N=C2C2=CC=C(C=C2)OC2=CC=CC=C2)C2CCN(CC2)C2CCN(CC2)C2CN(C2)C=2C=C1CN(CC1=CC2F)C2C(NC(CC2)=O)=O